N-[5-(7-fluoro-5-methoxy-1H-benzimidazol-2-yl)-1H-pyrazol-3-yl]-6-[2-(hydroxymethyl)morpholin-4-yl]pyridine-3-carboxamide FC1=CC(=CC2=C1NC(=N2)C2=CC(=NN2)NC(=O)C=2C=NC(=CC2)N2CC(OCC2)CO)OC